3,5-dimethyl-2,4-dihydropyrrolo[3,4-c]pyrazol-6-one CC1=C2C(=NN1)C(N(C2)C)=O